C(C)OC1=C(C(=O)NN)C=CC=C1 o-ethoxybenzoyl-hydrazine